5-(4-fluorophenyl)-4-hydroxy-6-methylnicotinic acid FC1=CC=C(C=C1)C=1C(=NC=C(C(=O)O)C1O)C